cis-2,6-dimethylpiperazine-1-carboxylic acid tert-butyl ester C(C)(C)(C)OC(=O)N1[C@H](CNC[C@H]1C)C